C(C)(C)(C)OC(=O)O[C@@H]1[C@H]([C@H](N(C1)C(=O)OC(C)(C)C)CC1=CC=C(C=C1)OC)OC(CC1NC(CNC1=O)=O)=O tert-butyl (2R,3S,4S)-4-[(tert-butoxycarbonyl)oxy]-3-{[2-(3,6-dioxopiperazin-2-yl)acetyl]oxy}-2-[(4-methoxyphenyl)methyl]pyrrolidine-1-carboxylate